6-(3-Fluoro-5-isobutoxyphenyl)-2-(4-methyl-1-piperidyl)-N-[(2-oxo-1H-pyridin-3-yl)sulfonyl]pyridin-3-carboxamid FC=1C=C(C=C(C1)OCC(C)C)C1=CC=C(C(=N1)N1CCC(CC1)C)C(=O)NS(=O)(=O)C=1C(NC=CC1)=O